3-(chlorosulfonyl)-4-methoxybenzoic acid methyl ester COC(C1=CC(=C(C=C1)OC)S(=O)(=O)Cl)=O